4-Cyano-N-((2S,3S)-1-(3-hydroxyazetidin-1-yl)-3-methylpentan-2-yl)-N-methylbenzamide C(#N)C1=CC=C(C(=O)N(C)[C@H](CN2CC(C2)O)[C@H](CC)C)C=C1